CN1CCN(CC1)CC(=O)N(C)C1=CC=C(N\C(\C2=CC=CC=C2)=C\2/C(NC3=CC(=CC=C23)C(=O)OC)=O)C=C1 3-Z-[1-(4-(N-((4-methyl-piperazin-1-yl)-methylcarbonyl)-N-methyl-amino)-anilino)-1-phenyl-methylene]-6-methyloxycarbonyl-2-indolinone